tert-butyl (((7,8-difluoro-4-hydroxychroman-4-yl)methyl)-sulfonyl)carbamate FC1=CC=C2C(CCOC2=C1F)(O)CS(=O)(=O)NC(OC(C)(C)C)=O